C(C)(C)(C)OC(NC1=C(SC=C1C(C)C)C(C)C)=O [2,4-bis(propan-2-yl)thiophen-3-yl]carbamic acid tert-butyl ester